C[C@@H]1C[C@@]2(CCCN2C1)CN ((2R,7aS)-2-methylhexahydro-1H-pyrrolizin-7a-yl)methanamine